CC1=C(CO)C(=CC(=C1)C)C 2,4,6-trimethyl-benzyl alcohol